ClC=1C=C(CCNC[C@@](COC2=CC=C(C=C2)N(S(=O)=O)C)(C)O)C=CC1 (R)-N-(4-(3-((3-chlorophenethyl)amino)-2-hydroxy-2-methylpropyloxy)phenyl)-N-methylsulfonamide